C(CCCCCCCCCCCCCCC)C(C(=O)O)CCCC(C)C.C(CCCCC(C)C)(=O)OCCCCCCCCCCCCCCCC cetyl isooctanoate (cetyl isooctanoate)